2-Methyl-N-(1-(2-methyl-7-(2-methyloxazol-5-yl)quinolin-5-yl)cyclopropyl)-5-(8-methyl-3,8-diazabicyclo[3.2.1]octan-3-yl)benzamide CC1=C(C(=O)NC2(CC2)C2=C3C=CC(=NC3=CC(=C2)C2=CN=C(O2)C)C)C=C(C=C1)N1CC2CCC(C1)N2C